Methyl N-Boc-(±)-Alaninate C(=O)(OC(C)(C)C)N[C@@H](C)C(=O)OC |r|